2-(6-(4-(2,6-dimethyltetrahydro-2H-pyran-4-yl)piperidin-1-yl)-2-methylpyridin-3-yl)spiro[3.3]heptane-2,6-diamine CC1OC(CC(C1)C1CCN(CC1)C1=CC=C(C(=N1)C)C1(CC2(C1)CC(C2)N)N)C